C(C)(C)(C)NC(C1=CC(=NC=C1C=COCC)Cl)=O N-(tert-butyl)-2-chloro-5-(2-ethoxyvinyl)isonicotinamide